3-(2-chloro-6-fluorophenyl)-5-(2-ethoxy-4,5-difluorophenyl)-1-methyl-1H-1,2,4-triazole ClC1=C(C(=CC=C1)F)C1=NN(C(=N1)C1=C(C=C(C(=C1)F)F)OCC)C